NCCN(CCN)CCN N1,N1-bis(2-aminoethyl)ethane-1,2-diamine